C(C)C=1C(NC2=CC(=CN=C2C1)CN1CCN(CC1)C=1C=NC=2N(C1)N=CC2NC)=O 3-ethyl-7-((4-(3-(methylamino)pyrazolo[1,5-a]pyrimidin-6-yl)piperazin-1-yl)methyl)-1,5-naphthyridin-2(1H)-one